N-(1-ethoxyethyl)propionamide C(C)OC(C)NC(CC)=O